C/C(=C\C)/C1=C(C(=O)OC)C=CC(=N1)OC methyl (E)-2-(but-2-en-2-yl)-6-methoxynicotinate